NC=1C2=C(N=CN1)C(=CS2)C(=O)NC2=C1C=CN=C(C1=CC=C2C)CC2=CC=C(C=C2)C(F)(F)F 4-Amino-N-(6-methyl-1-(4-(trifluoromethyl)benzyl)isoquinolin-5-yl)thieno[3,2-d]pyrimidine-7-formamide